1-[(2,4-difluorophenyl)methyl]-3-[(4-fluoro-3-methoxyphenyl)methyl]-1-(1-methylpiperidin-4-yl)urea FC1=C(C=CC(=C1)F)CN(C(=O)NCC1=CC(=C(C=C1)F)OC)C1CCN(CC1)C